tert-butyl (R)-3-(isoquinolin-3-ylamino)piperidine-1-carboxylate C1=NC(=CC2=CC=CC=C12)N[C@H]1CN(CCC1)C(=O)OC(C)(C)C